trisbromoneopentyl alcohol CC(C)(CBr)C(O)(Br)Br